2-(3-(2,4-dichlorophenyl)acrylamido)-4,4-dimethylpentanoic acid ClC1=C(C=CC(=C1)Cl)C=CC(=O)NC(C(=O)O)CC(C)(C)C